ClC=1C=C2C(=CNC2=CC1)/C(/C#N)=C/C=1C=NC=CC1Cl (Z)-2-(5-chloro-1H-indol-3-yl)-3-(4-chloropyridin-3-yl)acrylonitrile